C(C)(C)(C)N1S(C(=C(C1=O)NC(C)C)C1=CC=CC=C1)(=O)=O 2-tert-butyl-4-(isopropylamino)-5-phenylisothiazol-3(2H)-one 1,1-dioxide